ethyl (1,1-diethoxyethyl)(5-(1,3-dioxoisoindolin-2-yl)pentyl)phosphinate C(C)OC(C)(OCC)P(OCC)(=O)CCCCCN1C(C2=CC=CC=C2C1=O)=O